methyl acrylate acrylate octyl-methacrylate C(CCCCCCC)OC(C(=C)C)=O.C(C=C)(=O)O.C(C=C)(=O)OC